5-(2-(4-cyclopentylpiperazin-1-yl)pyridin-4-yl)-2-(3,4-dimethoxyphenyl)-3-isopropyl-1H-indole C1(CCCC1)N1CCN(CC1)C1=NC=CC(=C1)C=1C=C2C(=C(NC2=CC1)C1=CC(=C(C=C1)OC)OC)C(C)C